C1(CCC1)N1C=C(C=CC1=O)C1C=C(CCO1)OS(=O)(=O)C(F)(F)F.C(C)C([N+](CCOC)(C)C)CC diethyl-trimethyl-(2-methoxyethyl)ammonium [6-(1-cyclobutyl-6-oxo-3-pyridyl)-3,6-dihydro-2H-pyran-4-yl]trifluoromethanesulfonate